C1(CC=CCC1)CNC(CC1C(NC2=C(S1)N=CC=C2)=O)=O N-(cyclohex-3-en-1-ylmethyl)-2-(2-oxo-2,3-dihydro-1H-pyrido[2,3-b][1,4]thiazin-3-yl)acetamide